CN1C[C@@H](CCC1)NC1=NN=C(C2=CC=CC=C12)C=1C(=NC(=CC1)C(F)(F)F)O 3-(4-{[(3R)-1-methylpiperidin-3-yl]amino}phthalazin-1-yl)-6-(trifluoromethyl)pyridin-2-ol